(4-tert-butylcyclohexyl) cyclohexyl fumarate C(\C=C\C(=O)OC1CCCCC1)(=O)OC1CCC(CC1)C(C)(C)C